dimethylamino-4-nitrostilbene CN(C)C1=C(C=CC(=C1)[N+](=O)[O-])C=CC1=CC=CC=C1